N1(CCCCC1)C1=NC=CC=N1 piperidino-pyrimidine